Cl.FC1=C2CN(C(C2=CC(=C1)C=1N=NN(C1)C1CCNCC1)=O)CC(=O)NC=1SC=CN1 2-[4-fluoro-1-oxo-6-[1-(4-piperidinyl)triazol-4-yl]isoindolin-2-yl]-N-thiazol-2-yl-acetamide hydrochloride